[C@H]12CN(C[C@H](CC1)N2)C2=NC(=NC1=C(C(=C(C=C21)F)C2=CC=CC1=CC=C(C(=C21)C#C)F)F)OC[C@]21CCCN1[C@@H](CC2)CO ((3S,7aS)-7a-(((4-((1R,5S)-3,8-diazabicyclo[3.2.1]octan-3-yl)-7-(8-ethynyl-7-fluoronaphthalen-1-yl)-6,8-difluoroquinazolin-2-yl)oxy)methyl)hexahydro-1H-pyrrolizin-3-yl)-methanol